N'-{(7-benzyl-1,4,7-triazacyclodecane-1,4-diyl)bis[methylene(2-hydroxy-5-methyl-3,1-phenylene)]}bis(2,3-dihydroxypropionamide) C(C1=CC=CC=C1)N1CCN(CCN(CCC1)CC=1C(=C(C=C(C1)C)C(C(=O)N)(CO)O)O)CC=1C(=C(C=C(C1)C)C(C(=O)N)(CO)O)O